C(\C=C/C(=O)[O-])(=O)[O-].[Na+].[Na+] disodium maleate salt